Cl.Cl.N1(CCNCC1)C=1C=CC(=NC1)C#N 5-(piperazin-1-yl)pyridinecarbonitrile 2HCl